3-(1'-(3-((1H-imidazol-1-yl)methyl)benzyl)-6-oxo-6,8-dihydro-2H,7H-spiro[furo[2,3-e]isoindole-3,4'-piperidin]-7-yl)piperidine-2,6-dione N1(C=NC=C1)CC=1C=C(CN2CCC3(CC2)COC2=C4CN(C(C4=CC=C23)=O)C2C(NC(CC2)=O)=O)C=CC1